(5R)-tert-butyl 2-(3,4-difluorophenyl)-4-isobutyryl-5-methylpiperazine-1-carboxylate FC=1C=C(C=CC1F)C1N(C[C@H](N(C1)C(C(C)C)=O)C)C(=O)OC(C)(C)C